4-(5-(3-((2-(4-(1-(7-(diethylamino)-2-oxo-2H-benzopyran-4-yl)ethoxy)-4-oxobutanoyl)-6-methoxybenzo[b]selenophen-5-yl)oxy)propoxy)-6-methoxybenzo[b]selenophen-2-yl)-4-oxobutanoic acid C(C)N(C1=CC2=C(C(=CC(O2)=O)C(C)OC(CCC(=O)C2=CC3=C([Se]2)C=C(C(=C3)OCCCOC3=CC2=C([Se]C(=C2)C(CCC(=O)O)=O)C=C3OC)OC)=O)C=C1)CC